heptadecan-9-yl 8-((2-hydroxyethyl)(6-(((undec-10-yn-1-yloxy)carbonyl)oxy)hexyl)amino)octanoate OCCN(CCCCCCCC(=O)OC(CCCCCCCC)CCCCCCCC)CCCCCCOC(=O)OCCCCCCCCCC#C